(3-bromophenyl)-6,8-dichloro-2-methyl-1,2,3,4-tetrahydroisoquinoline BrC=1C=C(C=CC1)C1N(CCC2=CC(=CC(=C12)Cl)Cl)C